C(C)C=1N=C(C2=C(N1)SC(=C2)C(F)(F)F)NCCCC2=CC=CC=C2 2-ethyl-N-(3-phenylpropyl)-6-(trifluoromethyl)thieno[2,3-d]pyrimidin-4-amine